C(C1=CC=CC=C1)N(C1=CC=C2C(=C3C(O2)=CC=CC(=C3)NC(=O)C3=CC=CC=2OC=CC23)C1)CC1=CC=CC=C1 (+)-N-(N,N-dibenzyl-2-aminocyclohepta[b]benzofur-9-yl)benzo[b]furan-4-carboxamide